S(=O)(=O)([O-])[O-].[SiH3][O-] silanolate sulfate